Tert-butyl (1R,5S,6R)-6-acetyl-3-azabicyclo[3.1.0]Hexane-3-carboxylate C(C)(=O)C1[C@H]2CN(C[C@@H]12)C(=O)OC(C)(C)C